BrC1=C(C=C(C=C1)C1=NN=CN1)C 3-(4-bromo-3-methylphenyl)-4H-1,2,4-triazole